Ethyl 2-(4-((3-(4-bromophenyl)-2,5-dioxoimidazolin-1-yl)methyl)-2,6-dimethylphenoxy)-2-methylpropionate BrC1=CC=C(C=C1)N1C(N(C(C1)=O)CC1=CC(=C(OC(C(=O)OCC)(C)C)C(=C1)C)C)=O